C1(=CC=CC=C1)[C@@H]1CCN2N=C(N=C21)C(=O)N[C@H]2COC1=C(N(C2=O)C)C=CC=C1 (7S)-7-phenyl-N-[(3S)-5-methyl-4-oxo-2,3-dihydro-1,5-benzoxazepin-3-yl]-6,7-dihydro-5H-pyrrolo[1,2-b][1,2,4]triazole-2-carboxamide